CNC(C1=NC=C(C=C1)N1CCN(CC1)CC1=CC=2NC(N(C(C2S1)=O)C)=O)=O N-methyl-5-(4-((3-methyl-2,4-dioxo-1,2,3,4-tetrahydrothieno[3,2-d]pyrimidin-6-yl)methyl)piperazin-1-yl)picolinamide